4-fluoro-N-{[3-fluoro-4-(propan-2-yl)phenyl](phenyl)methyl}-1-[2-(pyridazin-3-yl)acetyl]pyrrolidine-2-carboxamide FC1CC(N(C1)C(CC=1N=NC=CC1)=O)C(=O)NC(C1=CC=CC=C1)C1=CC(=C(C=C1)C(C)C)F